N-Cyclopropyl-2-(5-isopropyl-8-oxothiazolo[5',4':4,5]pyrrolo[1,2-d][1,2,4]triazin-7(8H)-yl)acetamide C1(CC1)NC(CN1N=C(N2C(C1=O)=CC1=C2N=CS1)C(C)C)=O